F[P-](F)(F)(F)(F)F.C(C)OC(CNC)=O N-methyl-glycine ethyl ester hexafluorophosphate